FC1=C(C(=C(C(=C1F)F)F)F)S(=O)(=O)NC1=CC(=C(C=C1)OC(F)(F)F)F 2,3,4,5,6-pentafluoro-N-(3-fluoro-4-(trifluoromethoxy)phenyl)benzenesulfonamide